IC1=C(C=CC=C1)NC(C1=NC(=CC=C1)N1C=NN=C1)=O N-(2-iodophenyl)-6-(4H-1,2,4-triazol-4-yl)picolinamide